methyl 2-[(3R)-4-cyano-3-{[3-(5-methyl-1,2,4-oxadiazol-3-yl) phenyl] formylamino} butyrylamino]-4-methyl-1,3-thiazole-5-carboxylate C(#N)C[C@H](CC(=O)NC=1SC(=C(N1)C)C(=O)OC)NC(=O)C1=CC(=CC=C1)C1=NOC(=N1)C